C(#N)CC1CCC(CC1)N1C(=NC=2C1=C1C(=NC2)N(C=C1)S(=O)(=O)C1=CC=CC=C1)C1CCN(CC1)C1=CC=C(C#N)C=C1 4-(4-(1-((1r,4r)-4-(cyanomethyl)cyclohexyl)-6-(benzenesulfonyl)-1,6-dihydroimidazo[4,5-d]Pyrrolo[2,3-b]Pyridin-2-yl)piperidin-1-yl)benzonitrile